OCC1=CC(=C2CNC(C2=C1)=O)OC 6-(hydroxymethyl)-4-methoxy-2,3-dihydro-isoindol-1-one